1,3-dibromo-5-(methylsulfinyl)benzene 4-hydroxylbutyl-methacrylate OCCCCOC(C(=C)C)=O.BrC1=CC(=CC(=C1)S(=O)C)Br